3-((2S)-3-(8-(3'-(dimethylamino)biphenyl-3-ylsulfonyl)-1-oxa-8-azaspiro[4.5]dec-3-ylamino)-2-hydroxypropoxy)-N-methylbenzenesulfonamide CN(C=1C=C(C=CC1)C1=CC(=CC=C1)S(=O)(=O)N1CCC2(CC(CO2)NC[C@@H](COC=2C=C(C=CC2)S(=O)(=O)NC)O)CC1)C